4-bromo-2-methyl-7-(trifluoromethoxy)-2H-indazole BrC=1C2=CN(N=C2C(=CC1)OC(F)(F)F)C